OC(C)(C)C=1C(=CC2=CN(N=C2C1)C1CCC(CC1)N1[C@H](CN(CC1)C(=O)OC(C)(C)C)COC)NC(C(F)(F)F)=O tert-butyl (R)-4-((1r,4R)-4-(6-(2-hydroxypropan-2-yl)-5-(2,2,2-trifluoroacetamido)-2H-indazol-2-yl)cyclohexyl)-3-(methoxymethyl)piperazine-1-carboxylate